2-(5-fluoro-2-methylpyridin-4-yl)-3-isopropyl-5-(1-(tetrahydrofuran-3-yl)piperidin-4-yl)-1H-indole FC=1C(=CC(=NC1)C)C=1NC2=CC=C(C=C2C1C(C)C)C1CCN(CC1)C1COCC1